1-(4-n-butoxynaphthalene-1-yl)tetrahydrothiophenium trifluoromethanesulfonate FC(S(=O)(=O)[O-])(F)F.C(CCC)OC1=CC=C(C2=CC=CC=C12)[S+]1CCCC1